NC1=NC(N(C=C1)[C@H]1C=C([C@H](O1)CO[P@@](=O)(OC1=CC=C(C=C1)Br)N[C@@H](C)C(=O)OC)F)=O |o1:14| Methyl ((R or S)-(((2R,5R)-5-(4-amino-2-oxopyrimidin-1(2H)-yl)-3-fluoro-2,5-dihydrofuran-2-yl)methoxy)(4-bromophenoxy) phosphoryl)-L-alaninate